C(C)(C)(C)OC(=O)C(C(=O)O)CCN (t-butoxycarbonyl)-4-aminobutyric acid